(1S,3S,5R)-5-((((E)-6-ethoxy-6-oxohex-2-en-1-yl)oxy)methyl)-2-((4-phenoxybutyryl)glycyl)-2-azabicyclo[3.1.0]hexane-3-carboxylic acid benzyl ester C(C1=CC=CC=C1)OC(=O)[C@H]1N([C@H]2C[C@]2(C1)COC\C=C\CCC(=O)OCC)C(CNC(CCCOC1=CC=CC=C1)=O)=O